(R)-1-(4-((5-(1-(3,3-difluorocyclobutyl)-1H-benzo[d][1,2,3]triazol-6-yl)-4-methoxypyrrolo[2,1-f][1,2,4]triazin-2-yl)amino)-3,3-difluoropyrrolidin-1-yl)ethan-1-one FC1(CC(C1)N1N=NC2=C1C=C(C=C2)C=2C=CN1N=C(N=C(C12)OC)N[C@H]1C(CN(C1)C(C)=O)(F)F)F